FC1(CCN(CC1)C(=O)C=1C=C2C(=NC1)N(C=C2)C2=CC(=NC=C2)C(=O)O)F 4-(5-(4,4-difluoropiperidine-1-carbonyl)-1H-pyrrolo[2,3-b]pyridin-1-yl)picolinic acid